[Br-].C(CCCCCCCCCCCCC)C=1C(=[N+](C=CC1)C)C tetradecyl-dimethyl-pyridinium bromide